O=C1NC(CCC1N1CC2=CC(=C(C=C2C1)F)N1CCN(CC1)CC1CCNCC1)=O 2-(2,6-dioxo-3-piperidinyl)-5-fluoro-6-[4-(4-piperidinylmethyl)-1-piperazinyl]-1H-isoindole